NC1=C2N=CN(C2=NC(=N1)Cl)[C@H]1[C@@H]([C@@]([C@H](O1)COC(C(=O)O)(C(=O)O)CC1=CC=C(C=C1)C=1C(N(C=CC1)CCO)=O)(O)C#C)O 2-(((2R,3S,4R,5R)-5-(6-amino-2-chloro-9H-purin-9-yl)-3-ethynyl-3,4-dihydroxytetrahydrofuran-2-yl)methoxy)-2-(4-(1-(2-hydroxyethyl)-2-oxo-1,2-dihydropyridin-3-yl)benzyl)malonic acid